1,2,3-tris(mercaptomethylthio)benzene SCSC1=C(C(=CC=C1)SCS)SCS